CC(=O)N[C@@H](CCCC=O)C(=O)O The molecule is an N-acetyl-L-amino acid, where the amino acid is L-2-aminoadipic acid (6-oxo-L-norleucine). It is a conjugate acid of a N-acetyl-L-2-aminoadipate semialdehyde.